1,4-dilithiohexane [Li]CCCC(CC)[Li]